3-(3-((2-(4-(7-((4-(((R)-1-(3-Bromophenyl)ethyl)amino)-6-methoxy-2-methylquinazolin-7-yl)oxy)heptyl)piperazin-1-yl)-2-oxoethyl)amino)phenyl)piperidine-2,6-dione BrC=1C=C(C=CC1)[C@@H](C)NC1=NC(=NC2=CC(=C(C=C12)OC)OCCCCCCCN1CCN(CC1)C(CNC=1C=C(C=CC1)C1C(NC(CC1)=O)=O)=O)C